tert-butyl (2-bromo-6-(trifluoromethyl)benzyl)prolinate BrC1=C(CN2[C@@H](CCC2)C(=O)OC(C)(C)C)C(=CC=C1)C(F)(F)F